N1=CC(=CC=C1)P(OCC)(OCC)=O diethyl pyridin-3-ylphosphonate